ClCC(=O)C1=CC(=C(C=C1)Cl)F 2-chloro-1-(4-chloro-3-fluorophenyl)ethanone